N-((3-methyl-1H-indazol-5-yl)methyl)-4-(5-methyl-2-((1-methyl-1H-pyrazol-5-yl)amino)pyrimidin-4-yl)oxazole-2-carboxamide CC1=NNC2=CC=C(C=C12)CNC(=O)C=1OC=C(N1)C1=NC(=NC=C1C)NC1=CC=NN1C